N,N-Diethyl-8-(2-fluorophenyl)-6,8-dihydro-5H-[1,2,4]triazolo[5,1-c][1,4]oxazin-2-carboxamid C(C)N(C(=O)C1=NN2C(C(OCC2)C2=C(C=CC=C2)F)=N1)CC